triethoxysilylpropyl-octadecyl-dimethyl-ammonium chloride [Cl-].C(C)O[Si](OCC)(OCC)CCC[N+](C)(C)CCCCCCCCCCCCCCCCCC